FC1=C(C(=CC=C1)C1=CC=CC=C1)N(C)C fluoro-N,N-dimethyl-[1,1'-biphenyl]-2-amine